gadolinium dihydroxide [OH-].[OH-].[Gd+2]